4-(3-chloro-6-(4-chloro-1H-1,2,3-triazol-1-yl)-2-fluorophenyl)-3,5-difluoropyridin-2(1H)-one ClC=1C(=C(C(=CC1)N1N=NC(=C1)Cl)C1=C(C(NC=C1F)=O)F)F